3-methoxy-4-(2-((tetrahydro-2H-pyran-2-yl)oxy)ethoxy)benzaldehyde COC=1C=C(C=O)C=CC1OCCOC1OCCCC1